O=C1N=C2C=CC(=CC2=C1)F 2-oxo-5-fluoroindole